1,2-bis(phosphino)benzene PC1=C(C=CC=C1)P